COC(=O)C1C(CN(CC1)C(=O)OC(C)(C)C)=O 3-oxopiperidine-1,4-dicarboxylic acid 1-(tert-butyl) 4-methyl ester